C(C)N(CC)CC1CCCO1 N,N-diethyl-tetrahydrofurfuryl-amine